C(C)(=O)N1CC(C1)C#CC=1C=CC=C2C=C(N(C(C12)=O)C1=CC=CC=C1)[C@H](C)NC(=O)C=1C(=NN2C1N=CC=C2)N (S)-N-(1-(8-((1-acetylazetidin-3-yl)ethynyl)-1-oxo-2-phenyl-1,2-dihydroisoquinolin-3-yl)ethyl)-2-aminopyrazolo[1,5-a]pyrimidine-3-carboxamide